C(C1CO1)OCCCCOCC1CO1 1,4-bis(β,γ-epoxypropoxy)butane